C12CCC(C(OC1)O2)N[C@@H]2[C@H](CCCC2)CC=2C=C1CN(C(C1=CC2)=O)C2C(NC(CC2)=O)=O 3-(5-(((1R,2S)-2-((6,8-dioxabicyclo[3.2.1]octan-4-yl)amino)cyclohexyl)methyl)-1-oxoisoindolin-2-yl)piperidine-2,6-dione